BrC=1N=CC(=NC1)N1CCC2(CC1)CC1=CC=CC=C1C2 (S)-1'-(5-bromopyrazin-2-yl)-1,3-dihydrospiro[indene-2,4'-piperidine]